C1(CC1)N1N=CC(=C1)C=1C=C2C(=CC=NC2=CC1)C(=O)O 6-(1-cyclopropyl-1H-pyrazol-4-yl)quinoline-4-carboxylic acid